ClC1=C(C=C2C=C(N=CC2=C1)NC(=O)[C@H]1[C@@H]([C@H]1C1=NC=CC=C1)CC)C1CCN(CC1)[C@@]1(COC[C@@H]1O)C (1S,2R,3R)-N-(7-chloro-6-(1-((3R,4R)-4-hydroxy-3-methyltetrahydrofuran-3-yl)piperidin-4-yl)isoquinolin-3-yl)-2-ethyl-3-(pyridin-2-yl)cyclopropane-1-carboxamide